C1(CC1)C1=NC=NC(=C1C=1N=CC2=C(N1)N(C(C=C2)=O)[C@H](C)C2=CC=C(C=C2)N2N=C(C=C2C)C(F)(F)F)OC (R)-2-(4-cyclopropyl-6-methoxypyrimidin-5-yl)-8-(1-(4-(5-methyl-3-(trifluoromethyl)-1H-pyrazol-1-yl)phenyl)ethyl)pyrido[2,3-d]pyrimidin-7(8H)-one